1-(3,5-difluorophenyl)-5,5-difluoro-3-(thiophen-2-yl)-4,5,6,7-tetrahydro-1H-indol-4-ol FC=1C=C(C=C(C1)F)N1C=C(C=2C(C(CCC12)(F)F)O)C=1SC=CC1